(3,4-Dimethoxy-phenyl)-[4-(3-phenyl-propyl)piperazin-1-yl]methanone COC=1C=C(C=CC1OC)C(=O)N1CCN(CC1)CCCC1=CC=CC=C1